NC1=C(C(=O)NC(C)(C)C)C=C(C=N1)C1=C(C=C(C=C1)NC(C(O)C1=CC(=CC(=C1)F)F)=O)C 2-amino-N-(tert-butyl)-5-(4-(2-(3,5-difluorophenyl)-2-hydroxyacetamido)-2-methylphenyl)nicotinamide